S(=O)(=O)(ON1[C@@H]2CC[C@H](N(C1=O)C2)C(NCCOC2CNCC2)=N)O (2S,5R)-7-Oxo-2-(N-(2-(pyrrolidin-3-yloxy) ethyl) carbamimidoyl)-1,6-diazabicyclo[3.2.1]octan-6-yl hydrogen sulfate